tert-butyl 9-chloro-7-(6-fluoro-1-benzofuran-3-yl)-3,5-dihydro-2H-1,4-benzoxazepine-4-carboxylate ClC1=CC(=CC=2CN(CCOC21)C(=O)OC(C)(C)C)C2=COC1=C2C=CC(=C1)F